C(C)(C)(C)OC(=O)N1CC(C(CC1)OC)COC1=CC=C(C=C1)S(=O)(=O)C 4-methoxy-3-((4-(methylsulfonyl)phenoxy)methyl)piperidine-1-carboxylic acid tert-butyl ester